1-(4-fluoro-3-methylphenyl)-5-oxo-N-(5-(trifluoromethyl)thiazol-2-yl)pyrrolidine-3-carboxamide 2-(sec-butyl)-3-ethylbenzo[4,5]imidazo[1,2-a]pyrimidin-4-yl-diethylcarbamate C(C)(CC)C1=NC=2N(C(=C1CC)CCN(C(O)=O)CC)C1=C(N2)C=CC=C1.FC1=C(C=C(C=C1)N1CC(CC1=O)C(=O)NC=1SC(=CN1)C(F)(F)F)C